FC1=C(C=CC(=C1)F)CC1CC2(CN(C2)C(=O)OC(C)(C)C)C1 tert-butyl 6-[(2,4-difluorophenyl) methyl]-2-azaspiro[3.3]heptane-2-carboxylate